1-bromo-4-chloro-2-fluoro-5-(methoxymethoxy)benzene ethyl-(Z)-2-methoxyimino-3-oxobutyrate C(C)OC(\C(\C(C)=O)=N/OC)=O.BrC1=C(C=C(C(=C1)OCOC)Cl)F